N1CC(C1)CN(C=1C2=C(N=C(N1)OC[C@]13CCCN3C[C@@H](C1)F)C(=C(N=C2)C2=CC=CC1=CC=C(C(=C21)Cl)F)F)C N-(azetidin-3-ylmethyl)-7-(8-chloro-7-fluoronaphthalen-1-yl)-8-fluoro-2-(((2R,7aS)-2-fluorohexahydro-1H-pyrrolizin-7a-yl)methoxy)-N-methylpyrido[4,3-d]pyrimidin-4-amine